C(#N)N1[C@H]2[C@@H](C[C@@H]1CC2)NC(C2=CC(=CC=C2)C=2N=C(SC2)C)=O N-((1R,2R,4S)-7-cyano-7-azabicyclo[2.2.1]heptan-2-yl)-3-(2-methyl-1,3-thiazol-4-yl)benzamide